methyl 3-bromo-6-chloro-1-methyl-1H-indole-5-carboxylate BrC1=CN(C2=CC(=C(C=C12)C(=O)OC)Cl)C